2,3-dimethylcyclopentanol CC1C(CCC1C)O